4-[4-cyano-6-[1-[(3-fluorooxetan-3-yl)methyl]pyrazol-4-yl]-2-methylindazol-3-yl]-2-(difluoromethoxy)-N-[(1-fluorocyclopropyl)methyl]-6-methoxybenzamide C(#N)C=1C2=C(N(N=C2C=C(C1)C=1C=NN(C1)CC1(COC1)F)C)C1=CC(=C(C(=O)NCC2(CC2)F)C(=C1)OC)OC(F)F